1-(4-(1,2-bis((9z,12z)-octadeca-9,12-dien-1-yl)hydrazino)butyl)pyrrolidine C(CCCCCCC\C=C/C\C=C/CCCCC)N(NCCCCCCCC\C=C/C\C=C/CCCCC)CCCCN1CCCC1